COC(C1=CC(=C(C=C1)N1CCN(CC1)CC(=O)NC1=C(C=CC=C1)OCC)Cl)=O 3-Chloro-4-(4-(2-((2-ethoxyphenyl)amino)-2-oxoethyl)piperazine-1-yl)benzoic acid methyl ester